5-((1H-indol-7-yl)methoxy)-2-fluoro-4-methoxyphenyl-2,4-dioxo-1H-thieno[3,4-d]pyrimidine-5-carboxylic acid N1C=CC2=CC=CC(=C12)COC=1C(=CC(=C(C1)N1C(NC(C=2C1=CSC2C(=O)O)=O)=O)F)OC